C1(=C(C=CC=C1)C=1OC2=C(N1)C=CC=C2)C=2OC1=C(N2)C=CC=C1 phenylenbenzobisoxazol